N1N=CC(=C1)C1=CC=C(C=C1)NC1=NC(=NC=C1)C1=CC=C2C=C(NC2=C1)C(=O)N1CCC2(CCN2)CC1 (6-(4-((4-(1H-pyrazol-4-yl)phenyl)amino)pyrimidin-2-yl)-1H-indol-2-yl)(1,7-diazaspiro[3.5]nonan-7-yl)methanone